2-phenyl-5,6-dihydro-4H-1,3-oxazine C1(=CC=CC=C1)C=1OCCCN1